1-[(tert-butoxy)carbonyl]Pyrrolidine-3-carboxylic acid C(C)(C)(C)OC(=O)N1CC(CC1)C(=O)O